N-((2-(2-fluorophenyl)-3-methyl-1H-indol-5-yl)methyl)isonicotinamide FC1=C(C=CC=C1)C=1NC2=CC=C(C=C2C1C)CNC(C1=CC=NC=C1)=O